C(CCC)C1=NC=2C(=C3C(=NC2NC(C)(C)C)C=C(S3)C3CCNCC3)N1CC1CCOCC1 2-butyl-7-(hexahydropyridin-4-yl)-4-(tert-butylamino)-1-(3,4,5,6-tetrahydro-2H-pyran-4-ylmethyl)thieno[3,2-b]imidazo[4,5-d]pyridine